N-methyl-3-(2-methyl-5-nitro-3-pyridinyl)-1,6-naphthyridin-7-amine CNC1=NC=C2C=C(C=NC2=C1)C=1C(=NC=C(C1)[N+](=O)[O-])C